5-(5-((1-(4-(4-chloro-1-(4-hydroxyphenyl)-2-phenylbut-1-en-1-yl)phenyl)piperidin-4-yl)methyl)-2,5-diazabicyclo[2.2.2]octan-2-yl)-2-(2,6-dioxopiperidin-3-yl)isoindoline-1,3-dione ClCCC(=C(C1=CC=C(C=C1)O)C1=CC=C(C=C1)N1CCC(CC1)CN1C2CN(C(C1)CC2)C=2C=C1C(N(C(C1=CC2)=O)C2C(NC(CC2)=O)=O)=O)C2=CC=CC=C2